3-((3aR,6aS)-Octahydropyrrolo[3,4-c]pyrrole-2-carbonyl)-9H-pyrido[3,4-b]indole-1-carboxamide C1N(C[C@@H]2[C@H]1CNC2)C(=O)C2=CC1=C(NC3=CC=CC=C13)C(=N2)C(=O)N